ethyl (Z)-2-(benzimidazol-1-yl)-3-[(3,4-dimethyl-5-oxo-2H-furan-2-yl)oxy]prop-2-enoate N1(C=NC2=C1C=CC=C2)\C(\C(=O)OCC)=C/OC2OC(C(=C2C)C)=O